2-ethylhexane-1-ol C(C)C(CO)CCCC